ClCC(=O)NC=1C=CC(=NC1C=C)C(=O)N[C@H](C(=O)OCC)CCC(=O)OCC 1,5-diethyl (2S)-2-([5-(2-chloroacetamido)-6-ethenylpyridin-2-yl]formamido)pentanedioate